COC1=C(C=CC=C1)C=CC(C)=O 4-(2-methoxyphenyl)buten-2-one